COC1=NNC=C1C(=O)NC1=NC(=CC=C1)C=1N2C(=NN1)CCC2C 3-methoxy-N-(6-(5-methyl-6,7-dihydro-5H-pyrrolo[2,1-c][1,2,4]triazol-3-yl)pyridin-2-yl)-1H-pyrazole-4-carboxamide